6,10-dioxa-7,9-dioxodecane O=C(OCCCCC)CC(O)=O